CNC(CC=C)=O N-methylbutan-3-enamide